ClC1=CC=CC2=C1N(C[C@@H]1[C@@H](C(N2C)=O)N(C(C1)=O)C1=NC(=CC(=C1)C(F)(F)F)C)C(=O)OC(C)(C)C tert-butyl (3aR,11aS)-6-chloro-10-methyl-1-(6-methyl-4-(trifluoromethyl)pyridin-2-yl)-2,11-dioxo-1,2,3,3a,4,10,11,11a-octahydro-5H-benzo[b]pyrrolo[2,3-f][1,4]diazocine-5-carboxylate